Ethyl (E)-4-[4-(7-Chloro-2-hydroxymethyl-10,11-dihydro-dibenzo[b,f]azepin-5-yl)-butylamino]-but-2-enoat ClC1=CC2=C(CCC3=C(N2CCCCNC/C=C/C(=O)OCC)C=CC(=C3)CO)C=C1